[N+](=O)([O-])C=1C=CC(=NC1)N=NC1=C(C=C(C=C1)N(CCCS(=O)(=O)O)CCC)O 2-(5-Nitro-2-pyridylazo)-5-(N-propyl-N-sulfopropylamino)phenol